ClC=1C(=NC=C(C1)C(F)(F)F)O 3-chloro-2-hydroxy-5-(trifluoromethyl)pyridine